N1(N=CN=C1)CCNC=1C(=CC=C(C1)NC1CCCCC1)C1=CC=CC=C1 N2-(2-(1H-1,2,4-triazol-1-yl)ethyl)-N4-cyclohexylbiphenyl-2,4-diamine